C1(CCC1)CN1N=C(C2=C1SC(=C2)C(=O)O)C 1-(cyclobutylmethyl)-3-methyl-1H-thieno[2,3-c]pyrazole-5-carboxylic acid